heptadecan-9-yl 8-((3-((5-amino-4H-1,2,4-triazol-3-yl)amino)propyl)(8-oxo-8-(undecan-3-yloxy)octyl)amino)octanoate NC=1NC(=NN1)NCCCN(CCCCCCCC(=O)OC(CCCCCCCC)CCCCCCCC)CCCCCCCC(OC(CC)CCCCCCCC)=O